3-cyano-5-methoxyphenylboronic acid pinacol ester C(#N)C=1C=C(C=C(C1)OC)B1OC(C)(C)C(C)(C)O1